C(#N)CC(=O)N1C[C@@H](CCC1)NC1=C2C(=NC=C1C(=O)OCC)NC=C2 ethyl (R)-4-((1-(2-cyanoacetyl) piperidin-3-yl)amino)-1H-pyrrolo[2,3-b]pyridine-5-carboxylate